BrC=1C=C(C=C(C1)Br)C1=C(C(=C(C(=C1[2H])[2H])[2H])[2H])[2H] 3,5-dibromo-1,1'-biphenyl-2',3',4',5',6'-d5